Methyl (1R,3S)-1-methoxy-5-oxo-7-(((trifluoromethyl)sulfonyl)oxy)-1,2,3,5,8,8a-hexahydroindolizine-3-carboxylate CO[C@@H]1C[C@H](N2C(C=C(CC12)OS(=O)(=O)C(F)(F)F)=O)C(=O)OC